C12(CC3CC(CC(C1)C3)C2)C=2C=C(C=CC2)B(O)O (3-(adamantan-1-yl)phenyl)boronic acid